C1(CCCCC1)N1CCN(C2=CC=CC=C12)C(CCN1CCNCC1)=O 1-(4-cyclohexyl-3,4-dihydroquinoxaline-1(2H)-yl)-3-(piperazin-1-yl)propan-1-one